3,3-bis(4-hydroxyphenyl)isoindolinone tert-butyl-(6S)-2-(2-bromo-4-chloro-6-fluorobenzyl)-6-methylmorpholine-4-carboxylate C(C)(C)(C)OC(=O)N1CC(O[C@H](C1)C)CC1=C(C=C(C=C1F)Cl)Br.OC1=CC=C(C=C1)C1(NC(C2=CC=CC=C12)=O)C1=CC=C(C=C1)O